7-(2-((3aR,3bR,4aS,5R,5aS)-5-(4-Amino-7H-pyrrolo[2,3-d]pyrimidin-7-yl)-2,2-dimethyl-hexahydrocyclopropa[3,4]cyclopenta[1,2-d][1,3]dioxol-3b-yl)ethyl)quinolin-2-amine NC=1C2=C(N=CN1)N(C=C2)[C@@H]2[C@@H]1[C@]([C@@H]3[C@H]2OC(O3)(C)C)(C1)CCC1=CC=C3C=CC(=NC3=C1)N